CC=1C(=C(C(=C(C1)O)OC)CC)C1OCCC(C1)=C methyl-ethyl-2-methoxy-4-(4-methylenetetrahydro-2H-pyran-2-yl)phenol